benzyl tert-butyl rac-((1R,2S,4R,5S)-bicyclo[2.2.1]heptane-2,5-diyl)dicarbamate [C@H]12[C@H](C[C@H]([C@H](C1)NC(OC(C)(C)C)=O)C2)NC(OCC2=CC=CC=C2)=O |r|